ClC=1C=2N(C=CN1)N=C(C2)C(=O)OCC Ethyl 4-chloropyrazolo[1,5-a]pyrazine-2-carboxylate